(2-chloro-4-phenoxyphenyl)(4-chloro-7-((2-(trimethylsilyl)ethoxy)methyl)-7H-pyrrolo[2,3-c]pyridazin-5-yl)methanone ClC1=C(C=CC(=C1)OC1=CC=CC=C1)C(=O)C1=CN(C=2N=NC=C(C21)Cl)COCC[Si](C)(C)C